2-amino-3-(4-(trifluoromethyl)phenyl)propionic acid NC(C(=O)O)CC1=CC=C(C=C1)C(F)(F)F